(1s,3s)-3-(5-Fluoro-1-methyl-1H-pyrazol-4-yl)cyclobutane-1-carboxylic acid FC1=C(C=NN1C)C1CC(C1)C(=O)O